C(C)(=O)C1=NN(C2=CC=C(C=C12)C=1C=NC(=NC1)C)CC(=O)N1[C@@H]2C[C@@]2(C[C@H]1C(=O)NC1=NC(=CC=C1C)Br)CN(C)C (1R,3S,5R)-2-(2-(3-acetyl-5-(2-methylpyrimidin-5-yl)-1H-indazol-1-yl)acetyl)-N-(6-bromo-3-methylpyridin-2-yl)-5-((dimethyl-amino)methyl)-2-azabicyclo[3.1.0]hexane-3-carboxamide